C1(CCCC1)N1N=C(C=C1C1=C(C=CC=C1OC)OC)C(=O)N[C@H](CC(=O)NC1=NN=NN1)CCC1=CC=CC=C1 (3S)-3-{[1-cyclopentyl-5-(2,6-dimethoxyphenyl)-1H-pyrazol-3-yl]formamido}-5-phenyl-N-(1H-1,2,3,4-tetrazol-5-yl)pentanamide